3-(7-(dimethylamino)-8-oxo-6,7,8,9-tetrahydro-5H-pyrido[2,3-b]azepin-3-yl)-N-methyl-N-((3-methylbenzofuran-2-yl)methyl)acrylamide CN(C1CCC2=C(NC1=O)N=CC(=C2)C=CC(=O)N(CC=2OC1=C(C2C)C=CC=C1)C)C